CN(CCN(C1=CC(=C(C=C1[N+](=O)[O-])NC1=NC=C(C(=N1)N1CC2(C3=NC(=CC=C31)C)CCC2)C(=O)OC(C)C)OC)C)C isopropyl 2-((4-((2-(dimethylamino) ethyl)(methyl)amino)-2-methoxy-5-nitrophenyl) amino)-4-(5'-methylspiro(cyclobutane-1,3'-pyrrolo[3,2-b]pyridin)-1'(2'H)-yl)pyrimidine-5-carboxylate